NCCCNC(C1=C(C=C(C=C1)NC=1C=2N(C=CN1)C(=CN2)C2=C(C(=C(C=C2)OCC#C)F)F)CC)=O N-(3-aminopropyl)-4-[[3-(2,3-difluoro-4-prop-2-ynoxy-phenyl)imidazo[1,2-a]pyrazin-8-yl]amino]-2-ethyl-benzamide